C(CCC(=O)O)(=O)O.Cl.Cl.N1C=NCC1.N1C=NCC1 bis(2-imidazoline) dihydrochloride succinate